(R)-N-(4-(3-aminopyrrolidin-1-yl)-2-(4-methylpiperazin-1-yl)quinazolin-7-yl)acrylamide TFA salt OC(=O)C(F)(F)F.N[C@H]1CN(CC1)C1=NC(=NC2=CC(=CC=C12)NC(C=C)=O)N1CCN(CC1)C